2-[3-(1,3-Benzothiazol-2-ylamino)-4-methyl-6,7-dihydro-5H-pyrido[2,3-c]pyridazin-8-yl]-5-[3-[2-fluoro-4-[3-(3-hydroxypropylamino)prop-1-ynyl]phenoxy]propyl]thiazole-4-carboxylic acid S1C(=NC2=C1C=CC=C2)NC2=C(C1=C(N=N2)N(CCC1)C=1SC(=C(N1)C(=O)O)CCCOC1=C(C=C(C=C1)C#CCNCCCO)F)C